4-((7-(4-(2-(2-Aminopyridin-3-yl)-5-(4-fluorophenyl)-3H-imidazo[4,5-b]pyridin-3-yl)benzyl)-7-azaspiro[3.5]nonan-2-yl)amino)pyrimidine-2-carbonitrile NC1=NC=CC=C1C1=NC=2C(=NC(=CC2)C2=CC=C(C=C2)F)N1C1=CC=C(CN2CCC3(CC(C3)NC3=NC(=NC=C3)C#N)CC2)C=C1